IC1CCC2=C(N(C1=O)C)C=NC(=C2)OC 3-iodo-7-methoxy-1-methyl-4,5-dihydro-3H-pyrido[3,4-b]azepin-2-one